N4,N4-diethyl-5-(5-(1-(4-isobutylphenyl)ethyl)-1,3,4-oxadiazol-2-yl)-6-methyl-N2-phenylfuro[2,3-d]pyrimidine-2,4-diamine C(C)N(C=1C2=C(N=C(N1)NC1=CC=CC=C1)OC(=C2C=2OC(=NN2)C(C)C2=CC=C(C=C2)CC(C)C)C)CC